ClC=1SC=C(C1NC(=O)C1=CN=C(S1)NC1=NC(=NC(=C1)N1CCN(CC1)C)C)C(F)F N-(2-chloro-4-(difluoromethyl)thiophen-3-yl)-2-((2-methyl-6-(4-methylpiperazin-1-yl)pyrimidin-4-yl)amino)thiazole-5-carboxamide